(5R)-3-(6-{2-[(2,6-dichlorobenzyl)oxy]ethoxy}hexyl)-5-(2,2-dimethyl-4H-1,3-benzodioxin-6-yl)-1,3-oxazolidin-2-one ClC1=C(COCCOCCCCCCN2C(O[C@@H](C2)C2=CC3=C(OC(OC3)(C)C)C=C2)=O)C(=CC=C1)Cl